4-cyclopropyl-2-(4-(methoxycarbonyl)phenyl)piperazine-1-carboxylic acid tert-butyl ester C(C)(C)(C)OC(=O)N1C(CN(CC1)C1CC1)C1=CC=C(C=C1)C(=O)OC